methyl (E)-4-(2-methoxyvinyl)benzoate CO/C=C/C1=CC=C(C(=O)OC)C=C1